7-(2-bromopyridin-4-yl)-5-(4-chlorophenyl)-2,3-dimethylpyrido[2,3-d]pyridazin-8(7H)-one BrC1=NC=CC(=C1)N1N=C(C2=C(C1=O)N=C(C(=C2)C)C)C2=CC=C(C=C2)Cl